CC(C#CC1(CCOCC1)O)=C 4-(3-Methylbut-3-en-1-yn-1-yl)tetrahydro-2H-pyran-4-ol